FC1=C(C=2C=NC(=NC2C=C1C1=C(C=C(C=C1)C=1OC=CN1)C)NC1=C(C=C2CCN(CC2=C1)C)OC)N 6-fluoro-N~2~-(6-methoxy-2-methyl-1,2,3,4-tetrahydroisoquinolin-7-yl)-7-[2-methyl-4-(1,3-oxazol-2-yl)phenyl]quinazoline-2,5-diamine